2,2,3,3,5,5,6,6-octadeuterio-4-[5-(2,6-difluorophenyl)-3-methyl-1,6-dihydropyrazolo[4,3-d][1,3]benzodiazepin-9-yl]morpholine [2H]C1(C(N(C(C(O1)([2H])[2H])([2H])[2H])C=1C=CC2=C(C3=C(N=C(N2)C2=C(C=CC=C2F)F)C(=NN3)C)C1)([2H])[2H])[2H]